4-iodo-1-(pyridin-3-yl)-1H-pyrazole-3-carboxylic acid ethyl ester C(C)OC(=O)C1=NN(C=C1I)C=1C=NC=CC1